BrC=1C=C(C(=NC1)F)\C=N\[S@](=O)C(C)(C)C (R,E)-N-((5-bromo-2-fluoropyridin-3-yl)methylene)-2-methylpropane-2-sulfinamide